BrCC1=NN(C=2C3=C(C(C(C12)=O)=O)C=CC=C3)C3=CC=CC=C3 3-(bromomethyl)-1-phenyl-1H-benzo[g]indazole-4,5-dione